OC1=C(C2=CC=CC=C2C=C1)O monohydroxynaphthol